(E)-N'-hydroxy-formamidine O/N=C/N